tetradecyl n-propanoate C(CC)(=O)OCCCCCCCCCCCCCC